bromo-6-(4-(tert-butoxycarbonyl)piperazin-1-yl)-7-methyl-5-oxo-5,7,8,9-tetrahydropyrrolo[1,2-c][1,2,4]triazolo[1,5-a]pyrimidine-9-carboxylic acid BrC1=NN2C(N3C(=C(C2=O)N2CCN(CC2)C(=O)OC(C)(C)C)C(CC3C(=O)O)C)=N1